N(N)C=1SC2=C(N1)C=CC=C2 2-hydrazinobenzo[d]thiazole